OCC(CO)CC(CO)CO 2,4-Bis(hydroxymethyl)-1,5-pentandiol